ClC1=C(C=C2C(=C(N(C2=C1F)C)C1=NNC(=N1)[C@@H](COC)O)C=1C=NNC1)OC (S)-1-(3-(6-chloro-7-fluoro-5-methoxy-1-methyl-3-(1H-pyrazol-4-yl)-1H-indol-2-yl)-1H-1,2,4-triazol-5-yl)-2-methoxyethan-1-ol